tert-butyl-3-(3-methyl-2-oxo-1,3-benzoxazol-6-yl)-N-(4-phenylbutyl)morpholine-4-carboxamide N-[2-[2-oxo-2-(2-oxo-3H-1,3-benzoxazol-6-yl)ethoxy]ethyl]carbamate O=C(COCCNC(O)=O)C1=CC2=C(NC(O2)=O)C=C1.C(C)(C)(C)C1(N(CCOC1)C(=O)NCCCCC1=CC=CC=C1)C1=CC2=C(N(C(O2)=O)C)C=C1